para-toluenesulfonic acid, di(t-butylphenyl)iodonium salt C(C)(C)(C)C1=C(C=CC=C1)[I+]C1=C(C=CC=C1)C(C)(C)C.CC1=CC=C(C=C1)S(=O)(=O)[O-]